2,4-difluorophenyl isothiocyanate FC1=C(C=CC(=C1)F)N=C=S